N-{(6R)-2-[4-(2,6-difluorophenyl)-6-fluoro-1,2-benzoxazol-3-yl]-7,7-difluoro-3-oxo-2,5,6,7-tetrahydro-3H-pyrrolo[1,2-c]imidazol-6-yl}-1-fluoromethanesulfonamide FC1=C(C(=CC=C1)F)C1=CC(=CC2=C1C(=NO2)N2C(N1C(=C2)C([C@@H](C1)NS(=O)(=O)CF)(F)F)=O)F